CC1=C(C=2N(C=C1C1=C(C3=C(N1)SC(=C3C)[C@H]3[C@@H]1CN([C@H](C3)C1)CC(=O)OC(C)(C)C)C(C)C)N=CN2)C tert-butyl 2-((1S,4R,5R)-5-(5-(7,8-dimethyl-[1,2,4]triazolo[1,5-a]pyridin-6-yl)-4-isopropyl-3-methyl-6H-thieno[2,3-b]pyrrol-2-yl)-2-azabicyclo[2.2.1]heptan-2-yl)acetate